Prop-2-en-1-yl (11aS)-8-[(5-bromopentyl)oxy]-7-methoxy-2-(4-methoxyphenyl)-5-oxo-11,11a-dihydro-1H-pyrrolo[2,1-c][1,4]benzodiazepin-10(5H)-carboxylate BrCCCCCOC1=CC2=C(C(N3[C@H](CN2C(=O)OCC=C)CC(=C3)C3=CC=C(C=C3)OC)=O)C=C1OC